C(C)(C)(C)OC(=O)N1CC2=C(CC1)N(N=C2)C2=CC=CC=C2 1-Phenyl-1,4,6,7-tetrahydro-5H-pyrazolo[4,3-c]pyridine-5-carboxylic acid tert-butyl ester